BrC=1C(=NN(C1C)C1CC2(CN(C2)C(=O)OC(C)(C)C)C1)C1=CC=2C(=CN=CC2)N1 tert-butyl 6-(4-bromo-5-methyl-3-(1H-pyrrolo[2,3-c]pyridin-2-yl)-1H-pyrazol-1-yl)-2-azaspiro[3.3]heptane-2-carboxylate